4,5,6,7-tetrahydrothieno[2,3-c]pyridine-2-carboxylic acid methyl ester hydrochloride Cl.COC(=O)C1=CC2=C(CNCC2)S1